N-[4-[(6,7-dimethoxy-1,5-naphthyridin-4-yl)oxy]phenyl]-5-(4-fluorophenyl)-4-hydroxy-6-methylpyridine-3-carboxamide COC=1N=C2C(=CC=NC2=CC1OC)OC1=CC=C(C=C1)NC(=O)C=1C=NC(=C(C1O)C1=CC=C(C=C1)F)C